C(CCCCC)C1C(CCCC1)(CCCCCC)CCCCCC tri(n-hexyl)cyclohexane